(S)-N-(4-AMINO-3,4-DIOXO-1-PHENYLBUTAN-2-YL)-1-ETHYL-3-PHENYL-1H-PYRAZOLE-4-CARBOXAMIDE NC(C([C@H](CC1=CC=CC=C1)NC(=O)C=1C(=NN(C1)CC)C1=CC=CC=C1)=O)=O